2-Methylbutane-1,2,4-triol CC(CO)(CCO)O